ClC1=CC(=C(C=C1)COC1=CC=NN1C1CCN(CC1)CC=1N(C2=C(N1)C=CC(=C2)C(=O)OC)CC=2N(C=NC2)CC)F methyl 2-[[4-[5-[(4-chloro-2-fluoro-phenyl)methoxy]pyrazol-1-yl]-1-piperidyl]methyl]-3-[(3-ethylimidazol-4-yl)methyl]benzimidazole-5-carboxylate